1-(4-bromo-phenyl)-2-methylallyl alcohol BrC1=CC=C(C=C1)C(C(=C)C)O